N-(5-fluoro-1-methyl-1H-1,3-benzodiazol-2-yl)-5-(methoxymethyl)-1,3-benzoxazol-2-amine FC1=CC2=C(N(C(=N2)NC=2OC3=C(N2)C=C(C=C3)COC)C)C=C1